trimethoxysilylmethyl carbamate C(N)(OC[Si](OC)(OC)OC)=O